FC1(CCC(CC1)COC=1C=2N(C(=CC1)NC(OC(C)(C)C)=O)N=CC2)F tert-butyl (4-((4,4-difluorocyclohexyl)methoxy)pyrazolo[1,5-a]pyridin-7-yl)carbamate